6-Chloro-3-[(1R)-1-[3,6-dimethyl-2-(2-methyloxazolo[4,5-b]pyridin-6-yl)-4-oxo-chromen-8-yl]ethoxy]pyridine-2-carboxamide ClC1=CC=C(C(=N1)C(=O)N)O[C@H](C)C=1C=C(C=C2C(C(=C(OC12)C=1C=C2C(=NC1)N=C(O2)C)C)=O)C